FC([C@@H]1NCCC1)(F)F |r| (±)-2-(trifluoromethyl)pyrrolidine